2,6-dimethoxy-4-[5-(1-methylpyrazol-4-yl)benzimidazol-1-yl]-N-[(1S)-2,2,2-trifluoro-1-methyl-ethyl]benzamide COC1=C(C(=O)N[C@H](C(F)(F)F)C)C(=CC(=C1)N1C=NC2=C1C=CC(=C2)C=2C=NN(C2)C)OC